ClC1=CC=C(C=C1)C1=NOC(=N1)C1CCN(CC1)C(=O)C1CC2(C1)NC(OC2)=O (2s,4s)-2-(4-(3-(4-chlorophenyl)-1,2,4-oxadiazol-5-yl)piperidine-1-carbonyl)-7-oxa-5-azaspiro[3.4]octan-6-one